ClC1=CC(=C(C=N1)C(=O)NNC(=O)C1CCC(CC1)C(=O)OC)NC methyl (1r,4r)-4-{N'-[6-chloro-4-(methylamino)pyridine-3-carbonyl]hydrazinecarbonyl}cyclohexane-1-carboxylate